3-amino-N-[4-chloro-5-isopropyl-6-(2-isopropylphenyl)pyrimidin-2-yl]benzenesulfonamide NC=1C=C(C=CC1)S(=O)(=O)NC1=NC(=C(C(=N1)Cl)C(C)C)C1=C(C=CC=C1)C(C)C